CS(=O)(=O)OC1CCC(CC1)(C)OCOC 4-(methoxymethoxy)-4-methylcyclohexyl methanesulfonate